O[C@@H](C)C=1N(C=CN1)CC1=NOC(=C1)C1=CC=C(C=C1)C#CC=1C=CC(=NC1)CN1C(N(CC1)C)=O (S)-1-((5-((4-(3-((2-(1-hydroxyethyl)-1H-imidazol-1-yl)methyl)isoxazol-5-yl)phenyl)ethynyl)pyridin-2-yl)methyl)-3-methylimidazolidin-2-one